C(#N)[C@@H](C[C@@H]1C(NCCC1)=O)NC(=O)[C@H]1N(C[C@@H]2[C@H]1CC(C2)(F)F)C(=O)C=2NC1=CC(=CC(=C1C2)C(F)F)F (1S,3aS,6aR)-N-((R)-1-cyano-2-((R)-2-oxopiperidin-3-yl)ethyl)-2-(4-(difluoromethyl)-6-fluoro-1H-indole-2-carbonyl)-5,5-difluorooctahydrocyclopenta[c]pyrrole-1-carboxamide